(6-bromo-1-methyl-1,3-dihydrobenzo[c]isoxazol-3-yl)indoline-2,3-dione BrC=1C=CC2=C(N(OC2N2C(C(C3=CC=CC=C23)=O)=O)C)C1